6-(4-methyl-2-(trifluoromethyl)thiazol-5-carboxamido)-7-oxohept-2-enoat CC=1N=C(SC1C(=O)NC(CCC=CC(=O)[O-])C=O)C(F)(F)F